N2-(4,5-dimethoxy-2-nitrobenzyl)oxycarbonyl-7-methylguanosine 5'-methylene(bisphosphonate) C(P(O)(O)=O)P(O)(=O)OC[C@@H]1[C@H]([C@H]([C@@H](O1)N1C=[N+](C=2C(=O)NC(NC(=O)OCC3=C(C=C(C(=C3)OC)OC)[N+](=O)[O-])=NC12)C)O)O